C(C1CO1)N1C(=O)N(C(=O)C(C1=O)(CC)C1=CC=CC=C1)CC1CO1 1,3-diglycidyl-5-phenyl-5-ethylbarbituric acid